C(C)(=O)N1CC=2N(CC1)C(=NC2C=2C=CC=C1C=C(N=CC21)C=2C=CC(=NC2)OCCC#CC2=C1CN(C(C1=CC=C2)=O)C2C(NC(CC2)=O)=O)CC 3-(4-(4-((5-(8-(7-Acetyl-3-ethyl-5,6,7,8-tetrahydroimidazo[1,5-a]pyrazin-1-yl)isoquinolin-3-yl)pyridin-2-yl)oxy)but-1-yn-1-yl)-1-oxoisoindolin-2-yl)piperidine-2,6-dione